fluoro-6'-(pyrimidin-2-yl)-3',4'-dihydro-1'H-spiro[pyrrolidine-3,2'-[1,8]naphthyridine]-1-carboxylic acid tert-butyl ester C(C)(C)(C)OC(=O)N1CC2(N(C3=NC=C(C=C3CC2)C2=NC=CC=N2)F)CC1